FC1=C(C(F)(F)F)C=CC(=C1Cl)F 2,4-difluoro-3-chlorotrifluorotoluene